(S)-tert-butyl 4-((4-((4-((tert-butyldimethylsilyl)oxy)but-2-yl)oxy)-6-chloropyridin-3-yl)ethynyl)piperidine-1-carboxylate [Si](C)(C)(C(C)(C)C)OCC[C@H](C)OC1=C(C=NC(=C1)Cl)C#CC1CCN(CC1)C(=O)OC(C)(C)C